2-[6-[(5-fluoro-2-pyridyl)oxy]-2-azaspiro[3.3]heptane-2-carbonyl]-2,5-diazaspiro[3.4]octan-6-one FC=1C=CC(=NC1)OC1CC2(CN(C2)C(=O)N2CC3(C2)NC(CC3)=O)C1